Cl.ClC1=CC(=NC(=C1)C#CC1=C(C(=CC(=C1)CCN(C)C)F)F)N 4-Chloro-6-((5-(2-(dimethylamino)ethyl)-2,3-difluorophenyl)ethynyl)pyridin-2-amine hydrochloride